ClC=1C=C(C=CC1F)NC(N(C)C(C)C1=CN(C(C2=C(C=CC=C12)F)=O)C)=O 3-(3-Chloro-4-fluorophenyl)-1-(1-(8-fluoro-2-methyl-1-oxo-1,2-dihydroisoquinolin-4-yl)ethyl)-1-methylurea